C(C)OC(=O)N(NC1=CC(=NN1C1=CC=CC=C1)C1=CC=CC=C1)C(=O)NN N'-(ethoxycarbonyl)-1,3-diphenyl-1H-pyrazol-5-yl-carbohydrazide